2-amino-4-(ethylthio)butanoic acid NC(C(=O)O)CCSCC